7-(t-butyl) 8-ethyl (5R,8S)-10-oxo-7,11-diazadispiro[2.1.45.23]undecane-7,8-dicarboxylate O=C1[C@]2(CC3(CC3)N1)CN([C@@H](C2)C(=O)OCC)C(=O)OC(C)(C)C